CC1=NOC(=C1C1=CC(=C(C=C1)NC1CCN(CC1)C(=O)OC(C)(C)C)[N+](=O)[O-])C tert-butyl 4-{[4-(3,5-dimethyl-1,2-oxazol-4-yl)-2-nitrophenyl]amino}piperidine-1-carboxylate